FC=1C(=C(C=CC1)C1CCN(CC1)C(=O)C1=NN=C2CN(CCC21)CCOC)C(F)(F)F (4-(3-Fluoro-2-(trifluoromethyl)phenyl)piperidin-1-yl)(6-(2-methoxyethyl)-4,5,6,7-tetrahydro-3aH-pyrazolo[3,4-c]pyridin-3-yl)methanone